COC(=O)C1=C(C2=NC=CC(=C2S1)C1=C(C(=CC(=C1)F)F)F)Br 3-bromo-7-(2,3,5-trifluorophenyl)thieno[3,2-b]pyridine-2-carboxylic acid methyl ester